C(C)OC(=O)C1=C(N=CN1C(=C)C1=CC=CC=C1)C 4-methyl-1-(1-phenylvinyl)-1H-imidazole-5-carboxylic acid ethyl ester